[C@@H]12CNC[C@H]2C1NC(=O)C=1C=C2C(=NNC2=CC1)C1=NC2=C(N1)C=C(C=C2)N2CCOCC2 N-((1R,5S,6r)-3-azabicyclo[3.1.0]hexan-6-yl)-3-(6-morpholino-1H-benzo[d]imidazol-2-yl)-1H-indazole-5-carboxamide